(R)-N-(4-iodo-5-methylpyridin-2-yl)pyrrolidine-3-carboxamide IC1=CC(=NC=C1C)NC(=O)[C@H]1CNCC1